3-(4-(2-hydroxyethoxy)-1-oxoisoindolin-2-yl)piperidine-2,6-dione OCCOC1=C2CN(C(C2=CC=C1)=O)C1C(NC(CC1)=O)=O